(2S,3S,4R,5S)-5-(6-((3,5-dimethylbenzyl)amino)-2-(5-methoxypyridin-3-yl)-9H-purine-9-yl)-3,4-dihydroxy-N-methyltetrahydrofuran-2-carboxamide CC=1C=C(CNC2=C3N=CN(C3=NC(=N2)C=2C=NC=C(C2)OC)[C@@H]2[C@@H]([C@@H]([C@H](O2)C(=O)NC)O)O)C=C(C1)C